4-ethyl-3,5-dimethyl-2H-pyrrol C(C)C1=C(CN=C1C)C